4-(sec-butyl)benzeneboronic acid C(C)(CC)C1=CC=C(C=C1)B(O)O